1-azetidin-1-yl-2-chloroethanone N1(CCC1)C(CCl)=O